4-[1-[2-[5-cyclopropyl-3-(difluoromethyl)pyrazol-1-yl]acetyl]-4-piperidinyl]-N-tetrahydronaphthalen-1-yl-carboxamide C1(CC1)C1=CC(=NN1CC(=O)N1CCC(CC1)C1CCC(C2=CC=CC=C12)NC=O)C(F)F